4-[6-(methoxycarbonyl)-2-methylpyridin-3-yl]-1,2,3,6-tetrahydropyridine-1-carboxylic acid COC(=O)C1=CC=C(C(=N1)C)C=1CCN(CC1)C(=O)O